3-(Methylamino)-2-{3-[(pyridin-3-ylmethoxy)methyl]phenyl}imidazo[1,2-a]pyridine-7-carbonitrile CNC1=C(N=C2N1C=CC(=C2)C#N)C2=CC(=CC=C2)COCC=2C=NC=CC2